4-{9-Hydroxy-5-methyl-8-oxo-4-thia-2,12-diazatricyclo[7.3.0.03,7]dodeca-1,3(7),5-trien-12-yl}benzonitril OC12C(C=3C=C(SC3N=C2N(CC1)C1=CC=C(C#N)C=C1)C)=O